1-[2-(azetidin-1-yl)-2-oxo-ethyl]-3-methyl-6-(2-methylthiazol-5-yl)imidazo[4,5-b]pyridin-2-one N1(CCC1)C(CN1C(N(C2=NC=C(C=C21)C2=CN=C(S2)C)C)=O)=O